Perfluoropentansulfonic acid FC(C(C(C(C(F)(F)F)(F)F)(F)F)(F)F)(S(=O)(=O)O)F